2-{4-[(1-methyl-1H-pyrrole-2-carbonyl)-amino]-phenyl}-1H-benzimidazole-5-carboxylic acid ethyl ester C(C)OC(=O)C1=CC2=C(NC(=N2)C2=CC=C(C=C2)NC(=O)C=2N(C=CC2)C)C=C1